1-(11Z-hexadecenyl)-sn-glycero-3-phosphocholine CCCC/C=C\CCCCCCCCCCOC[C@H](COP(=O)([O-])OCC[N+](C)(C)C)O